ethyl 1-((5-chloro-3'-(pyridin-3-ylmethoxy)-[1,1'-biphenyl]-2-yl)sulfonyl)-4-fluoropiperidine-4-carboxylate ClC=1C=CC(=C(C1)C1=CC(=CC=C1)OCC=1C=NC=CC1)S(=O)(=O)N1CCC(CC1)(C(=O)OCC)F